C(C)SC1=NN=C(S1)C(C(=O)N)(C)SC=1NC(C2=C(N1)N(N=C2)C2=CC=CC=C2)=O (5-(ethylthio)-1,3,4-thiadiazol-2-yl)-2-((4-oxo-1-phenyl-4,5-dihydro-1H-pyrazolo[3,4-d]pyrimidin-6-yl)thio)propanamide